5'-chloro-1'-methyl-1-((2-(trimethylsilyl)ethoxy)methyl)-1H,1'H-[3,4'-bipyrazol]-4-amine ClC1=C(C=NN1C)C1=NN(C=C1N)COCC[Si](C)(C)C